2-methylbutyl bromoformate BrC(=O)OCC(CC)C